(R)-N-(2,3-dihydroxypropyl)stearamide O[C@H](CNC(CCCCCCCCCCCCCCCCC)=O)CO